cyclopropyl({4-iodo-1-[2-(oxan-2-yloxy)ethyl]-1H-imidazol-2-yl})methanol C1(CC1)C(O)C=1N(C=C(N1)I)CCOC1OCCCC1